(thiophen-2-yl)-1H-imidazo[4,5-c]quinolin S1C(=CC=C1)N1C=NC=2C=NC=3C=CC=CC3C21